NCCC(C(=O)O)O (-)-4-amino-2-hydroxybutyric acid